N1=C2C(NC=C1)=NC=C2 4H-pyrrolo[2,3-b]pyrazine